1-hydroxy-4-(N-(naphthalen-2-yl)sulfamoyl)-2-naphthoic acid OC1=C(C=C(C2=CC=CC=C12)S(NC1=CC2=CC=CC=C2C=C1)(=O)=O)C(=O)O